ClC=1C=C2C=NNC2=CC1C#CC(C)C 5-chloro-6-(3-methylbut-1-yn-1-yl)-1H-indazole